anilinomethyl-trimethyl-(ethoxysilane) N(C1=CC=CC=C1)CC[Si](OCC)(C)C